methyl 4-{[3-(4-{[(3R,4S)-3-fluoro-1-(2-hydroxypropyl)piperidin-4-yl]amino}-1-(2,2,2-trifluoroethyl)-1H-indol-2-yl)prop-2-yn-1-yl]amino}-3-methoxybenzoate F[C@@H]1CN(CC[C@@H]1NC1=C2C=C(N(C2=CC=C1)CC(F)(F)F)C#CCNC1=C(C=C(C(=O)OC)C=C1)OC)CC(C)O